6-(4-(1H-pyrazol-4-yl)phenyl)-8-((3-methoxyphenyl)amino)-7-oxo-2,6-diazaspiro[3.4]octane-2-carboxylic acid tert-butyl ester C(C)(C)(C)OC(=O)N1CC2(C1)CN(C(C2NC2=CC(=CC=C2)OC)=O)C2=CC=C(C=C2)C=2C=NNC2